4-(dimethylamino)butyraldehyde diethyl acetal C(C)OC(CCCN(C)C)OCC